FC=1C=C2CC(NC2=CC1)=O 5-fluoro-1H-2-indolone